5,8-dimethoxy-1,2,3,4-tetrahydronaphthalen-2-amine hydrochloride Cl.COC1=C2CCC(CC2=C(C=C1)OC)N